2-Chloro-5-{[(3-hydroxy-2,2-dimethylpropanoyl)amino]methyl}-N-{1-[6-(trifluoromethyl)pyridin-3-yl]-1H-Indazol-4-yl}benzamide ClC1=C(C(=O)NC2=C3C=NN(C3=CC=C2)C=2C=NC(=CC2)C(F)(F)F)C=C(C=C1)CNC(C(CO)(C)C)=O